C(#N)CC(=O)NC1CC(CCC1)C(=O)NC1=NC=C(C(=C1)C1=CC2=C(N(N=C2C(=C1)F)C)C(C)C)C 3-(2-cyanoacetamido)-N-(4-(7-fluoro-3-isopropyl-2-methyl-2H-indazol-5-yl)-5-methylpyridin-2-yl)cyclohexane-1-carboxamide